(1R,2S,4S,5S,6S)-N-(1-((5-fluoro-3-methylpyridin-2-yl)oxy)-2-methylpropan-2-yl)-2,4-dimethyl-3-azabicyclo[3.1.0]hexane-6-carboxamide FC=1C=C(C(=NC1)OCC(C)(C)NC(=O)C1[C@H]2[C@@H](N[C@H]([C@@H]12)C)C)C